3-((3,5-dichloro-4-(4-hydroxy-3-isopropylbenzyl)phenyl)amino)propanoic acid ClC=1C=C(C=C(C1CC1=CC(=C(C=C1)O)C(C)C)Cl)NCCC(=O)O